NC1=C(C=CC(=C1)C=1C(=NOC1C)C)NC1CCS(CC1)(=O)=O 4-((2-amino-4-(3,5-dimethylisoxazol-4-yl)phenyl)amino)tetrahydro-2H-thiopyran 1,1-dioxide